5-[[(1R)-1-[3-(1,1-difluoro-2-hydroxy-ethyl)-5-fluoro-2-methyl-phenyl]ethyl]amino]-1,3,8-trimethyl-imidazo[4,5-g]phthalazin-2-one FC(CO)(F)C=1C(=C(C=C(C1)F)[C@@H](C)NC1=NN=C(C=2C=C3C(=CC12)N(C(N3C)=O)C)C)C